5-[(5S)-3-Bromo-4,5-dihydroisoxazol-5-yl]-N-methyl-6-[[5-(trifluoromethyl)-2-pyridyl]amino]pyridine-3-sulfonamide BrC1=NO[C@@H](C1)C=1C=C(C=NC1NC1=NC=C(C=C1)C(F)(F)F)S(=O)(=O)NC